tert-butyl 1-benzyl-4,6,7,8-tetrahydro-[1,2,3]triazolo[4,5-C]azepine-5(1H)-carboxylate C(C1=CC=CC=C1)N1N=NC=2CN(CCCC21)C(=O)OC(C)(C)C